[Si](C)(C)(C(C)(C)C)OC[C@H]1N(C(CC1)OC)C(=O)OC(C)(C)C tert-butyl (2S)-2-(((tert-butyldimethylsilyl)-oxy) methyl)-5-methoxypyrrolidine-1-carboxylate